5-([[(1,2,3,5,6,7-hexahydro-s-indacen-4-yl)carbamoyl]amino](imino)oxo-lambda6-sulfanyl)-N-methyl-N-[(1r,3r)-3-aminocyclobutyl]furan-3-carboxamide C1CCC2=C(C=3CCCC3C=C12)NC(=O)NS(C1=CC(=CO1)C(=O)N(C1CC(C1)N)C)(=O)=N